C(C1=CC=CC=C1)(=O)C1=C(C=CC=C1)OS(=O)(=O)C1=CC=C(C=C1)C(C(C)(S(=O)(=O)C1=CC=C(C=C1)C)C)=O 1-{4-[benzoylphenylsulfo]phenyl}-2-methyl-2-(4-methylphenylsulfonyl)-propan-1-one